ClC1=CC=C(C=C1)[C@](C)(O)C1=NC=CC=C1 (S)-1-(4-chlorophenyl)-1-(pyridin-2-yl)ethan-1-ol